N-[1-(4-chlorophenyl)-5-oxopyrrolidin-3-yl]-2-(2,5-dichlorophenyl)acetamid ClC1=CC=C(C=C1)N1CC(CC1=O)NC(CC1=C(C=CC(=C1)Cl)Cl)=O